COCC1=NC2=C(N1)C=C(C=C2C(=O)NCC2=NC=CC=C2C(F)(F)F)NC(=O)C2=C(C=CC=C2)C(F)(F)F 2-(methoxymethyl)-6-({[2-(trifluoromethyl)phenyl]carbonyl}amino)-N-{[3-(trifluoromethyl)pyridin-2-yl]methyl}-1H-benzimidazole-4-carboxamide